ClC1=CC=C(C=N1)NCC1CCOCC1 (6-Chloro-pyridin-3-yl)-(tetrahydro-pyran-4-ylmethyl)-amine